ClC=1C=C(C=CC1Cl)N1CC(N(CC1)C(=O)C1=CC(NC2=CC=C(C=C12)O)=O)C 4-(4-(3,4-dichlorophenyl)-2-methylpiperazine-1-carbonyl)-6-hydroxyquinolin-2(1H)-one